N[C@@H](C(=O)NCC1=C(C=C(C=C1F)O)F)CCCN\C(=N/C(NCCNC(CC)=O)=O)\N (R,Z)-2-amino-N-(2,6-difluoro-4-hydroxybenzyl)-5-(2-((2-propionamidoethyl)carbamoyl)guanidino)pentanamide